C(#N)N1C[C@@H](CC1)NC(=O)C1=NNC2=CC=CC=C12 (R)-N-(1-cyanopyrrolidin-3-yl)-1H-indazole-3-carboxamide